COC1=C(C(=CC=C1)OC)C1=CN(C2=NC(=CC=C21)NC(=O)[C@H]2[C@@H](C2)C=O)COCC[Si](C)(C)C trans-N-(3-(2,6-dimethoxyphenyl)-1-((2-(trimethylsilyl)ethoxy)methyl)-1H-pyrrolo[2,3-b]pyridin-6-yl)-2-formylcyclopropanecarboxamide